8-bromo-N-(heptadecan-9-yl)octanoylamide BrC(CCCCCCC(=O)[NH-])C(CCCCCCCC)CCCCCCCC